ClC=1C=C(C=CC1N1C(N(C=C1)C)=O)C1=C(C(=CC(=C1)F)C=1C=C(C(N(C1)CCCOC)=O)N1C[C@H](NCC1)C)O (R)-5-(3'-chloro-5-fluoro-2-hydroxy-4'-(3-methyl-2-oxo-2,3-dihydro-1H-imidazol-1-yl)-[1,1'-biphenyl]-3-yl)-1-(3-methoxypropyl)-3-(3-methylpiperazin-1-yl)pyridin-2(1H)-one